COC=1C=C(C=CC1C(NC=1OC(=NN1)C=1SC=CC1)=O)N1[C@@H](CCC1)C(=O)O (3-methoxy-4-((5-(thiophen-2-yl)-1,3,4-oxadiazol-2-yl)carbamoyl)phenyl)proline